N-(isopropoxycarbonyl)-azetidine C(C)(C)OC(=O)N1CCC1